ClC=1C(N(C(=CC1OC([2H])([2H])C1=C(C=C(C=C1)F)F)C)C1=CC(=NC=C1C)N1N=C(C=C1)C(C)(C)O)=O (S)-3-Chloro-4-((2,4-difluorophenyl)methoxy-d2)-2'-(3-(2-hydroxypropan-2-yl)-1H-pyrazole-1-yl)-5',6-dimethyl-2H-[1,4'-bipyridine]-2-one